ClC=1C(=NC(=C(C(=O)NC2=CC(=CC=C2)[S@](=O)(=N)C)C1)N1CCC2(CC2)CC1)C (S)-5-Chloro-6-methyl-N-(3-(S-methylsulfonimidoyl)phenyl)-2-(6-azaspiro[2.5]octan-6-yl)nicotinamide